OB(C1=C(C=C(C=C1)S(=O)(=O)NC(=O)C=1C=C(C(=O)O)C=CN1)C=O)O 2-(((4-dihydroxyboryl-3-formylphenyl)sulfonyl)carbamoyl)isonicotinic acid